C(C)(C)(C)OC(=O)N1CCC(=CC1)C=1N=C(SC1)N 4-(2-aminothiazol-4-yl)-3,6-dihydro-2H-pyridine-1-carboxylic acid tert-butyl ester